FC=1C=C(C=NC1C)C1=CC=C(C(C=C1)=O)O 5-(5-fluoro-6-methylpyridin-3-yl)-2-hydroxycyclohepta-2,4,6-trien-1-one